6-(3-chloro-1-methyl-1H-indol-6-yl)-8-(4-fluoropiperidine-1-carbonyl)-2,3-dimethoxy-1,6-naphthyridin-5(6H)-one ClC1=CN(C2=CC(=CC=C12)N1C(C=2C=C(C(=NC2C(=C1)C(=O)N1CCC(CC1)F)OC)OC)=O)C